CC1(C(NC2=CC(=CC=C12)C(=O)OC)=O)C methyl 3,3-dimethyl-2-oxoindoline-6-carboxylate